(Z)-N-((4'-(Dimethylamino)-[1,1'-biphenyl]-4-yl)methyl)-N-(3-(prop-1-en-1-yl)phenyl)cyclohexanecarboxamide Methyl-(R)-4-(3-(dimethoxymethyl)pyrrolidin-1-yl)-2-formylbenzoate COC(C1=C(C=C(C=C1)N1C[C@@H](CC1)C(OC)OC)C=O)=O.CN(C1=CC=C(C=C1)C1=CC=C(C=C1)CN(C(=O)C1CCCCC1)C1=CC(=CC=C1)\C=C/C)C